C(C)C(C(CC)(CC)CC)=CC tetraethyl-2-butene